aluminum dicyclopentadiene diformate C(=O)[O-].C(=O)[O-].C1=CC=CC1.C1=CC=CC1.[Al+2]